NC1=NC(=C(C=2N1C(N(N2)CC=2N=COC2C)=O)C2=CC(=[N+](C(=C2)C)[O-])C)C2=CC=CC=C2 4-(5-amino-2-((5-methyloxazol-4-yl)methyl)-3-oxo-7-phenyl-2,3-dihydro-[1,2,4]triazolo[4,3-c]pyrimidin-8-yl)-2,6-dimethylpyridine 1-oxide